OCC1C(CN(CC1)C(=O)OC(C)(C)C)(C)C tert-butyl 4-(hydroxymethyl)-3,3-dimethylpiperidine-1-carboxylate